2-(2-hydroxy-hydroxyethyl)-p-phenylenediamine OC(CC1=C(C=CC(=C1)N)N)O